(trans)-N1,N4-bis(2-(2,6-Dioxopiperidin-3-yl)-1,3-dioxoisoindolin-4-yl)cyclohexane-1,4-dicarboxamide O=C1NC(CCC1N1C(C2=CC=CC(=C2C1=O)NC(=O)[C@@H]1CC[C@H](CC1)C(=O)NC1=C2C(N(C(C2=CC=C1)=O)C1C(NC(CC1)=O)=O)=O)=O)=O